4-(2,6-bis(bis(2-methoxyethyl)amino)-8-((3-fluorobenzyl)amino)pyrimido[5,4-d]pyrimidin-4-yl)-1-methylpiperazin-2-one COCCN(C=1N=C(C2=C(N1)C(=NC(=N2)N(CCOC)CCOC)NCC2=CC(=CC=C2)F)N2CC(N(CC2)C)=O)CCOC